FC(C(=O)O)(F)F.N1(CCCCC1)C1=CC=C(C=C1)[C@@H]1C[C@H](C1)SC=1N=NNC1C(=O)O 4-(((trans)-3-(4-(piperidin-1-yl)phenyl)cyclobutyl)thio)-1H-1,2,3-triazole-5-carboxylic acid 2,2,2-trifluoroacetate